6-bromo-N-(4-ethynylphenyl)-1H-pyrrolo[2,3-b]pyridine-3-sulfonamide BrC1=CC=C2C(=N1)NC=C2S(=O)(=O)NC2=CC=C(C=C2)C#C